N-(2-(1-(3-chloro-4-((3,5-difluoropyridin-2-yl)methoxy-d2)-5',6-dimethyl-2-carbonyl-2H-[1,4'-bipyridin]-2'-yl)-4-fluoro-1H-pyrazol-3-yl)propan-2-yl)acetamide ClC=1C(N(C(=CC1OC([2H])([2H])C1=NC=C(C=C1F)F)C)C1=CC(=NC=C1C)N1N=C(C(=C1)F)C(C)(C)NC(C)=O)=C=O